ClC(C1=NC(=NC(=N1)C(Cl)(Cl)Cl)C=CC1=CC=C(C=C1)OC)(Cl)Cl 2,4-bis-trichloromethyl-6-p-methoxystyryl-s-triazine